(3S)-4-(dimethylamino)-3-[[(2S)-2-[[(2S,3S)-2-(9H-fluoren-9-ylmethoxycarbonylamino)-3-methylpentanoyl]-methylamino]-4-methylpentanoyl]-methylamino]-4-oxobutanoic acid CN(C([C@H](CC(=O)O)N(C)C([C@H](CC(C)C)N(C)C([C@H]([C@H](CC)C)NC(=O)OCC1C2=CC=CC=C2C=2C=CC=CC12)=O)=O)=O)C